NC1=CC(=C(C=C1F)C(C(=O)NCC(F)(F)F)=C)Br (S)-2-(4-amino-2-bromo-5-fluorophenyl)-N-(2,2,2-trifluoroethyl)propenamide